C(C)OC(=C)C1=C2C(=NC=C1OCOC)CCO2 7-(1-ethoxyvinyl)-6-(methoxymethoxy)-2,3-dihydrofuro[3,2-b]pyridine